C1(CC1)C=1C=2N(C=C(N1)C(=O)N1[C@@H](C3=CC=CC=C3CC1)C)C=C(N2)C2=C(C=C(C=C2)NC(=O)N2C[C@@H](CC2)O)F (R)-N-(4-(8-cyclopropyl-6-((R)-1-methyl-1,2,3,4-tetrahydroisoquinoline-2-carbonyl)imidazo[1,2-a]pyrazin-2-yl)-3-fluorophenyl)-3-hydroxypyrrolidine-1-carboxamide